ClC1=NN(C(C=2C1=CN(C(C2)=O)C21COC(C2)(C1)C)=O)C 4-chloro-2-methyl-6-(1-methyl-2-oxabicyclo[2.1.1]hexan-4-yl)-2,6-dihydropyrido[3,4-d]pyridazine-1,7-dione